C1(CC1)N1C(C(=CC=C1)NC(=O)C1=CC2=CN(N=C2C=C1OC)C1CCC(CC1)CCN1CCN(CC1)C=1C=NC(=CC1)C1C(NC(CC1)=O)=O)=O N-(1-cyclopropyl-2-oxo-1,2-dihydropyridin-3-yl)-2-((1r,4r)-4-(2-(4-(6-(2,6-dioxopiperidin-3-yl)pyridin-3-yl)piperazin-1-yl)ethyl)cyclohexyl)-6-methoxy-2H-indazole-5-carboxamide